CC1=NOC(=C1C1=CSC2=C1N=C(N=C2N2[C@@H](COCC2)C)C2=C1C=CNC1=CC=C2)C (R)-4-(7-(3,5-dimethylisoxazol-4-yl)-2-(1H-indol-4-yl)thieno[3,2-d]pyrimidin-4-yl)-3-methylmorpholine